6-bromo-7-pyridazin-3-yl-1H-indole-3-sulfonyl chloride BrC1=CC=C2C(=CNC2=C1C=1N=NC=CC1)S(=O)(=O)Cl